COC(=O)C1(C(N(C1C)CC)C)C1=CC(=CC=C1)OC 1-ethyl-3-(3-methoxyphenyl)-2,4-dimethyl-azetidine-3-carboxylic acid methyl ester